C(#N)C1=CN=C2N1N=C(C=C2NC2=CC=C(C(=N2)OCC(F)F)C(=O)NCC2OCCC2)N[C@H]2[C@@H](CCCC2)O 6-[(3-Cyano-6-{[(1R,2R)-2-hydroxycyclohexyl]amino}imidazo[1,2-b]pyridazin-8-yl)amino]-2-(2,2-difluoroethoxy)-N-[(oxolan-2-yl)methyl]pyridin-3-carboxamid